NCCCN1CCN(CC1)CCCOC1CCN(CC1)C(=O)OC(C)(C)C tert-butyl 4-[3-[4-(3-aminopropyl)piperazin-1-yl]propoxy]piperidine-1-carboxylate